3-fluoro-N-(2,4,5-trifluoro-3-iodophenyl)-N-((2-(trimethylsilyl)ethoxy)methyl)propane-1-sulfonamide FCCCS(=O)(=O)N(COCC[Si](C)(C)C)C1=C(C(=C(C(=C1)F)F)I)F